N-(5-fluoropyridin-2-yl)-1-[1-(methylsulfonyl)-1,2,3,4-tetrahydroquinolin-6-yl]cyclobutane-1-carboxamide FC=1C=CC(=NC1)NC(=O)C1(CCC1)C=1C=C2CCCN(C2=CC1)S(=O)(=O)C